2-butyl-4-(3,5-dimethoxy-4-((1-(piperidin-4-ylmethyl)piperidin-4-yl)oxy)phenyl)-2,7-naphthyridin-1(2H)-one TFA salt OC(=O)C(F)(F)F.C(CCC)N1C(C2=CN=CC=C2C(=C1)C1=CC(=C(C(=C1)OC)OC1CCN(CC1)CC1CCNCC1)OC)=O